2-((cis-4-((5-(1-(2,2-difluoroethyl)-1H-benzo[d][1,2,3]triazol-6-yl)-6-fluoro-4-methoxypyrrolo[2,1-f][1,2,4]triazin-2-yl-7-d)amino)cyclohexyl)oxy)ethan-1-ol FC(CN1N=NC2=C1C=C(C=C2)C=2C(=C(N1N=C(N=C(C12)OC)N[C@H]1CC[C@H](CC1)OCCO)[2H])F)F